3-{3-[(3-Cyclopropyl-2-fluorophenyl)sulfanyl]-6-methylpyridazin-4-yl}-5-(2,4-dimethylbenzyl)-5,6-dihydro-4H-1,2,4-oxadiazine C1(CC1)C=1C(=C(C=CC1)SC=1N=NC(=CC1C1=NOCC(N1)CC1=C(C=C(C=C1)C)C)C)F